C(C)(C)(C)OC(=O)N1C(C(CCC1)(F)F)OC1=C(C=C(C=C1)C=1C(=NC(=CC1)OCC1=CC=CC=C1)OCC1=CC=CC=C1)F 4-[2,6-bis(benzyloxy)pyridin-3-yl]-2-fluorophenoxy-3,3-difluoropiperidine-1-carboxylic acid tert-butyl ester